C(C)N=C=NCCCN(C)C ethyl-(dimethylaminopropyl)carbodiimide